ethyl((5-(4-fluorophenyl)-6-isopropyl-1H-pyrazolo[4,3-g]isoquinolin-8-yl)imino)(methyl)-λ6-sulfanone C(C)S(=O)(C)=NC1=NC(=C(C2=CC3=C(C=C12)NN=C3)C3=CC=C(C=C3)F)C(C)C